1-[(6-phenylpyrazin-2-yl)amino]Ethyl-benzamide C1(=CC=CC=C1)C1=CN=CC(=N1)NC(C)C1=C(C(=O)N)C=CC=C1